C(CCC)C1=C(C(=C(C(=N1)O)C(=O)N1CCN(CC1)C1=CC(=CC=C1)Cl)O)C1=C(C=CC=C1OC)OC 6-butyl-3-[4-(3-chlorophenyl)piperazine-1-carbonyl]-5-(2,6-dimethoxyphenyl)pyridine-2,4-diol